ethylenediamine tetraethylene phosphate P(=O)(O)(O)O.C=C.C=C.C=C.C=C.C(CN)N